4,4'-dihydroxydiphenyl sulphone C1=CC(=CC=C1O)S(=O)(=O)C2=CC=C(C=C2)O